C(CCCCCCCCCCC)C1=CC=C(C=C1)S(=O)(=O)N=[N+]=[N-] 4-dodecylbenzenesulfonyl azide